4-isopropoxy-6-(4-methoxyphenyl)-1-(2-morpholinylethyl)-2-oxo-1,2-dihydro-1,8-naphthyridine-3-carboxylate C(C)(C)OC1=C(C(N(C2=NC=C(C=C12)C1=CC=C(C=C1)OC)CCN1CCOCC1)=O)C(=O)[O-]